3-(1-(adamantan-1-ylmethyl)-1H-pyrazol-4-yl)-7-(6-chloro-5-fluoropyridin-3-yl)-7H-pyrrolo[2,3-c]pyridazine-4-carboxylic acid ethyl ester C(C)OC(=O)C=1C2=C(N=NC1C=1C=NN(C1)CC13CC4CC(CC(C1)C4)C3)N(C=C2)C=2C=NC(=C(C2)F)Cl